1-(Pyrimidin-5-yl)-5-(trifluoromethyl)-1H-pyrazole-4-carboxylic acid N1=CN=CC(=C1)N1N=CC(=C1C(F)(F)F)C(=O)O